tert-Butyl 2-(2-fluorobenzoyl)morpholine-4-carboxylate FC1=C(C(=O)C2CN(CCO2)C(=O)OC(C)(C)C)C=CC=C1